2-(3-chloro-5-(((4-(2-((6-(isoxazol-4-yl)-1H-indazol-4-yl)amino)ethoxy)butyl)amino)methyl)phenyl)acetonitrile ClC=1C=C(C=C(C1)CNCCCCOCCNC1=C2C=NNC2=CC(=C1)C=1C=NOC1)CC#N